C(C)(C)(C)OC(=O)NC=1C=C(N(C1)C)C(=O)NC1=CC=C(C(=O)O)C=C1 4-(4-((tert-butoxycarbonyl)amino)-1-methyl-1H-pyrrole-2-carboxamido)benzoic acid